OCC1CN(CC1)C=1OC(=C(N1)C(=O)OCC)C ethyl 2-(3-(hydroxymethyl)pyrrolidin-1-yl)-5-methyloxazole-4-carboxylate